N[C@H](C(=O)O)CC1=NNC2=NC=CC=C21 (S)-2-amino-3-(1H-pyrazolo[3,4-b]pyridin-3-yl)propanoic acid